2-Chloro-N-[2-(dimethylphosphoryl)phenyl]-5-(trifluoromethyl)pyrimidin-4-amine ClC1=NC=C(C(=N1)NC1=C(C=CC=C1)P(=O)(C)C)C(F)(F)F